Natrium selenit [Se](=O)([O-])[O-].[Na+].[Na+]